C(CCS(=O)(=O)O)S(=O)(=O)O.C(C)N(CC)CC triethylamine 1,3-propanedisulfonate